C1=CC=CC=2C3=CC=CC=C3C(C12)COC(=O)NCCOCCOCCOCCOCCC(=O)O 1-({[(9H-fluoren-9-yl)methoxy]carbonyl}amino)-3,6,9,12-tetraoxapentadecan-15-oic acid